N-tert-butyl-2-[3-[(4-chloro-6-fluoro-1H-benzimidazol-2-yl)methyl]-3,6-diazabicyclo[3.1.1]heptan-6-yl]acetamide C(C)(C)(C)NC(CN1C2CN(CC1C2)CC2=NC1=C(N2)C=C(C=C1Cl)F)=O